N1CCCC1O 5-pyrrolidol